C1(CCCCC1)C1OC1 cyclohexyl-oxirane